FC=1C=C2C(=NNC2=CC1OCCOC)C1=CC(=NO1)C1=CC=C(C=C1)C(=O)N1CC2(C1)COCC2 5-Fluoro-6-(2-methoxyethoxy)-3-[3-(4-{6-oxa-2-azaspiro[3.4]octan-2-carbonyl}phenyl)-1,2-oxazol-5-yl]-1H-indazol